C(C1=CC=CC=C1)OC([C@@H](CNC(=O)C=1C=C(C=C2CCCNC12)F)NC(=O)OCC1=CC=CC=C1)=O.ClCC1=C(C(=CC=C1)CCl)NC(=O)NC(CC(C)=O)=O N-((2,6-dichloromethylphenyl)carbamoyl)-3-oxobutyramide benzyl-(R)-2-(((benzyloxy)carbonyl)amino)-3-(6-fluoro-1,2,3,4-tetrahydroquinoline-8-carboxamido)propanoate